COC([C@@H](CCN1C(N(C2=C1C=C(C=C2)NC2=C(C(=NC=C2)Cl)C#N)C)=O)N)=O (2R)-2-amino-4-[6-[(2-chloro-3-cyano-4-pyridinyl)amino]-3-methyl-2-oxo-benzimidazol-1-yl]butanoic acid methyl ester